4-({2-cyano-6-[(1H-indol-6-yl)amino]pyridin-4-yl}amino)-2-fluoro-N-methylbenzamide C(#N)C1=NC(=CC(=C1)NC1=CC(=C(C(=O)NC)C=C1)F)NC1=CC=C2C=CNC2=C1